C(C)C=1N=C2N(C=C(C=C2)C=2CCNCC2)C1N(C=1SC=C(N1)C1=CC=C(C=C1)OC(F)(F)F)C [2-Ethyl-6-(1,2,3,6-tetrahydro-pyridin-4-yl)-imidazo[1,2-a]pyridin-3-yl]-methyl-[4-(4-trifluoromethoxy-phenyl)-thiazol-2-yl]-amine